tert-butyl (R)-4-(4-((6-(4-(1-(3-(tert-butyl)-1,2,4-oxadiazole-5-carboxamido)ethyl)-2-fluoro-5-methylphenyl)pyrimidin-4-yl)amino)phenyl)piperazine-1-carboxylate C(C)(C)(C)C1=NOC(=N1)C(=O)N[C@H](C)C1=CC(=C(C=C1C)C1=CC(=NC=N1)NC1=CC=C(C=C1)N1CCN(CC1)C(=O)OC(C)(C)C)F